ClC=1C2=C(N=CN1)NCC2(C(=O)OCC)C ethyl 4-chloro-5-methyl-6,7-dihydropyrrolo[2,3-d]pyrimidine-5-carboxylate